FC(COC=1C=C(C(=NC1)C=1OC2=C(N1)C=C(C=C2)S(C(F)(F)F)(=O)=NCC)S(=O)(=O)CC)(C)F [2-[5-(2,2-Difluoropropoxy)-3-ethylsulfonyl-2-pyridinyl]-1,3-benzoxazol-5-yl]-ethylimino-oxo-(trifluoromethyl)-lambda6-sulfane